C1(CCCCC1)C1=NN=C(S1)NC1=CC=CC=C1 5-cyclohexyl-N-phenyl-1,3,4-thiadiazol-2-amine